ClC1=NC(=NC=C1)NC=1C=NN(C1)CC1=CC(=CC(=C1)C)C 4-chloro-N-(1-(3,5-dimethylbenzyl)-1H-pyrazol-4-yl)pyrimidin-2-amine